C1(CC1)C1=CC(=C(C(=C1)[N+](=O)[O-])N[C@H]1[C@H](CC2CCCCC2C1)NC(=O)C1=CC(NC2=CC=CC=C12)=O)C(NC)=O N-((2S,3R)-3-((4-cyclopropyl-2-(methylcarbamoyl)-6-nitrophenyl)amino)decahydronaphthalen-2-yl)-2-oxo-1,2-dihydroquinoline-4-carboxamide